C(C1CCCCC1)C=1C(=C(C=CC1)C)CC1CCCCC1 Perhydro-Dibenzyltoluol